C(C)(C)(C)C1=CC=2C(=NC(=C(C2)F)[C@@H]2CCC[C@H]([C@@H](N2)CO)OC(C)C)N1C [(2S,3R,7S)-7-(2-tert-butyl-5-fluoro-1-methyl-pyrrolo[2,3-b]pyridin-6-yl)-3-isopropoxy-azepan-2-yl]methanol